C(C)(CC)C1C(C(CCC1)C(C)CC)N 2,6-di(sec-butyl)cyclohexylamine